CNS(=O)(=O)C1=CC(=C(C=C1)OC1=CC=C(C=C1)C(F)(F)F)N1N=C2C(=C1)CN(C2)C N-methyl-3-(5-methyl-5,6-dihydropyrrolo[3,4-c]pyrazol-2(4H)-yl)-4-(4-(trifluoromethyl)phenoxy)benzenesulfonamide